4-((4-amino-6-chloro-1,3,5-triazin-2-yl)amino)benzenesulfonamide NC1=NC(=NC(=N1)Cl)NC1=CC=C(C=C1)S(=O)(=O)N